3,3'-(1,1,3,3-tetrapropoxydisiloxane-1,3-diyl)bis(N,N-dimethyl-propane-1-amine) C(CC)O[Si](O[Si](OCCC)(OCCC)CCCN(C)C)(OCCC)CCCN(C)C